(1R,2R)-5-Meth-yl-4'-pentyl-2-(prop-1-en-2-yl)-2',6'-dipropoxy-1,2,3,4-tetrahydro-1,1'-biphenyl CC=1CC[C@H]([C@@H](C1)C1=C(C=C(C=C1OCCC)CCCCC)OCCC)C(=C)C